tert-butyl (15-(2,5-dioxo-2,5-dihydro-1H-pyrrol-1-yl)-3-methyl-4,7,10,13-tetraoxo-3,6,9,12-tetraazapentadecyl)(methyl)carbamate O=C1N(C(C=C1)=O)CCC(NCC(NCC(NCC(N(CCN(C(OC(C)(C)C)=O)C)C)=O)=O)=O)=O